C[C@]1(N(CCC1)C(=O)OC(C)(C)C)C(=O)OCC 1-(tert-butyl) 2-ethyl (R)-2-methylpyrrolidine-1,2-dicarboxylate